CC1CCN2N=C(C=C21)CO (4-methyl-5,6-dihydro-4H-pyrrolo[1,2-b]pyrazol-2-yl)methanol